methyl 3-(9-((4-(((tert-butoxycarbonyl)amino)methyl)-2-(isopropylcarbamoyl)phenyl)carbamoyl)-4,5-dihydrobenzo[b]thieno[2,3-d]oxepin-8-yl)-6-(propylcarbamoyl)picolinate C(C)(C)(C)OC(=O)NCC1=CC(=C(C=C1)NC(=O)C1=CC2=C(OCCC3=C2SC=C3)C=C1C=1C(=NC(=CC1)C(NCCC)=O)C(=O)OC)C(NC(C)C)=O